3-[4-(2,5-Dihydro-1H-pyrrol-3-yl)-3-methyl-2-oxo-benzimidazol-1-yl]piperidine-2,6-dione N1CC(=CC1)C1=CC=CC=2N(C(N(C21)C)=O)C2C(NC(CC2)=O)=O